ClCC1CNC1 3-(chloromethyl)azetidine